C(=C)C1=NC=NC=C1 4-vinylpyrimidine